ClC=1C(=CC(NC1)=O)C1=C(C=CC(=C1)Cl)N1N=NC(=C1)C(F)(F)F 5-chloro-4-(5-chloro-2-(4-(trifluoromethyl)-1H-1,2,3-triazol-1-yl)phenyl)-2-oxopyridin